2-[[tert-butyl-(dimethyl)silyl]oxymethyl]pyridin-4-amine C(C)(C)(C)[Si](OCC1=NC=CC(=C1)N)(C)C